(S)-N-(chroman-4-yl)-2-(4-ethylpiperazin-1-yl)-5-methylbenzo[d]thiazole-6-carboxamide O1CC[C@@H](C2=CC=CC=C12)NC(=O)C1=CC2=C(N=C(S2)N2CCN(CC2)CC)C=C1C